ClC1=CC=C(C=C1)C(N1C[C@@H](N(C[C@H]1C)C1=C(C(=NC(=N1)Cl)NC[C@@H]1OCCC1)N)C)C1=CC=C(C=C1)Cl 6-((2S,5R)-4-(Bis(4-chlorophenyl)methyl)-2,5-dimethylpiperazin-1-yl)-2-chloro-N4-(((R)-tetrahydrofuran-2-yl)methyl)pyrimidine-4,5-diamine